[Li+].FC(C(=O)[O-])F 2,2-difluoroacetic acid lithium salt